1,3-bis(4-methoxyphenyl)-2,2-dimethoxypropane COC1=CC=C(C=C1)CC(CC1=CC=C(C=C1)OC)(OC)OC